triethyleneglycol diacetate C(C)(=O)OCCOCCOCCOC(C)=O